C=1(C(=CC=CC1)C=1C(=CC=CC1)[O-])[O-] biphenolate